tert-butyl (2-(5-fluoro-4-methoxy-1H-indol-3-yl)ethyl)carbamate FC=1C(=C2C(=CNC2=CC1)CCNC(OC(C)(C)C)=O)OC